C(CC=C)[Mg]Br 3-butenylmagnesium bromide